3-mercapto-2-methyl-p-methoxybenzaldehyde SC=1C(=C(C=O)C=CC1OC)C